6-((1-methoxycyclopropyl)methoxy)-N-(2-methylpyrimidin-5-yl)isoquinolin-1-amine COC1(CC1)COC=1C=C2C=CN=C(C2=CC1)NC=1C=NC(=NC1)C